1-(3-((tert-butyldimethylsilyl)oxy)-2-(methoxymethyl)-2-methylpropyl)-2-(ethoxymethyl)-6,7-dimethyl-N-(2,4,4-trimethylpentan-2-yl)-1H-imidazo[4,5-c]pyridin-4-amine [Si](C)(C)(C(C)(C)C)OCC(CN1C(=NC=2C(=NC(=C(C21)C)C)NC(C)(CC(C)(C)C)C)COCC)(C)COC